CN1CCC(=CC1)C1=CNC=2C1=NC=CC2 3-(1-methyl-1,2,3,6-tetrahydropyridin-4-yl)pyrrolo[3,2-b]pyridine